6-(2-(2',3'-difluoro-[1,1'-biphenyl]-3-yl)-2-hydroxyacetyl)-2-(1-phenylcyclopropyl)-5,6,7,8-tetrahydropyrido[4,3-d]pyrimidin-4(3H)-one FC1=C(C=CC=C1F)C1=CC(=CC=C1)C(C(=O)N1CC2=C(N=C(NC2=O)C2(CC2)C2=CC=CC=C2)CC1)O